4-cyano(propylthiocarbonyl)thiopentanoic acid C(#N)C(CC(C(=S)O)C(=S)CCC)C